CS(=O)CCCCCCN=C=S 6-(methylsulfinyl)hexyl isothiocyanate